6-(methylsulfonylmethyl)-2-azaspiro[3.3]heptane-2-carboxylic acid tert-butyl ester C(C)(C)(C)OC(=O)N1CC2(C1)CC(C2)CS(=O)(=O)C